FC=1C(=C(C=CC1F)[C@H]1[C@@H](O[C@]([C@H]1C)(C(F)(F)F)C)C1=CC(N=C(N1)C)=O)OC 6-((2R,3S,4S,5R)-3-(3,4-Difluoro-2-methoxyphenyl)-4,5-dimethyl-5-(trifluoromethyl)tetrahydrofuran-2-yl)-2-methylpyrimidin-4(1H)-one